ClC=1C(=NC=CC1)CN(C(=O)C1CCN(CC1)C1=NC=C(C(=N1)C1=C(C=NN1C)C)F)O N-((3-chloropyridin-2-yl)methyl)-1-(4-(1,4-dimethyl-1H-pyrazol-5-yl)-5-fluoropyrimidin-2-yl)-N-hydroxypiperidine-4-carboxamide